Ethyl (S)-3-(3-(4-Hydroxy-1,6-dimethyl-2-oxo-1,2-dihydropyridin-3-yl)ureido)-3-(6-methoxy-3'-(trifluoromethoxy)biphenyl-3-yl)propanoat OC1=C(C(N(C(=C1)C)C)=O)NC(N[C@@H](CC(=O)OCC)C=1C=C(C(=CC1)OC)C1=CC(=CC=C1)OC(F)(F)F)=O